4-((3-(5-fluoropyrimidin-2-yl)-2-methoxyphenyl)amino)-6-((5-(2-hydroxypropan-2-yl)-1-methyl-1H-pyrazol-3-yl)amino)-N-(methyl-d3)pyridazine-3-carboxamide FC=1C=NC(=NC1)C=1C(=C(C=CC1)NC1=C(N=NC(=C1)NC1=NN(C(=C1)C(C)(C)O)C)C(=O)NC([2H])([2H])[2H])OC